1-(4-amino-3-(difluoromethoxy)phenyl)-N,N-dimethylpiperidin-4-amine NC1=C(C=C(C=C1)N1CCC(CC1)N(C)C)OC(F)F